1-(tetrahydro-2H-pyran-2-yl)-1H-pyrazole-3-thiol O1C(CCCC1)N1N=C(C=C1)S